FC1=C(C(=O)NC(F)(F)F)C=CC(=C1)[N+](=O)[O-] 2-fluoro-N-trifluoromethyl-4-nitro-benzamide